OCCCCCCCCCCCC(C)CCCCCCCCCCC 2-(11-hydroxyundecyl)tridecane